3-(4-amino-7-bromo-2-(hydroxymethyl)pyrazolo[1,5-a]pyrazin-6-yl)benzonitrile NC=1C=2N(C(=C(N1)C=1C=C(C#N)C=CC1)Br)N=C(C2)CO